diphenoxytheophylline O(C1=CC=CC=C1)C(N1C(=O)N(C)C=2N=CNC2C1=O)OC1=CC=CC=C1